C(\C=C\C(=O)O)(=O)O.OCCC(CNC(=N)N)CO [4-Hydroxy-2-(Hydroxymethyl)Butyl]guanidine fumarate